3,4-dihydro-2H-oxazine C1COC=CN1